2-hydroxy-glucamine OC(CN)(O)[C@@H](O)[C@H](O)[C@H](O)CO